NC1=NN=NN1CCCCCC[Si](OCC)(OCC)OCC 5-amino-1-[6-(triethoxysilyl)hexyl]-1H-tetrazole